6-(1H-pyrazol-3-yl)-2,3-dihydropyrazolo[3,4-b]pyrrolo[2,3-d]pyridine-1(6H)-sulfonamide trifluoroacetate FC(C(=O)O)(F)F.N1N=C(C=C1)N1N=CC=2C1=NC=C1C2N(CC1)S(=O)(=O)N